[N+](=O)([O-])C1=C(C(C=O)=CC(=C1)[N+](=O)[O-])O 3,5-dinitrosalicylaldehyde